(4-chloro-3-{4-[6-(difluoromethoxy)pyridin-3-yl]-6-oxo-1,6-dihydropyrimidin-2-yl}benzyl)butanamide ClC1=C(C=C(CC(C(=O)N)CC)C=C1)C=1NC(C=C(N1)C=1C=NC(=CC1)OC(F)F)=O